5-fluoro-2-methyl-1H-indole-7-carboxamide FC=1C=C2C=C(NC2=C(C1)C(=O)N)C